O1COC2=C1C=CC(=C2)CCC(=O)NCCC2=CC=C(C=C2)Br 3-(benzo[d][1,3]dioxol-5-yl)-N-(4-bromophenylethyl)propanamide